2-oxo-1,2-dihydropyrido[2,3-d]pyrimidine-6-carbonitrile trifluoroacetate FC(C(=O)O)(F)F.O=C1N=CC2=C(N1)N=CC(=C2)C#N